C(C)C=1C(=CC(=C(C1)C1=NN=C(N1C1=CC=C(OCCOCCNC(=O)C2CCNCC2)C=C1)O)O)O N-(2-(2-(4-(3-(5-ethyl-2,4-dihydroxyphenyl)-5-hydroxy-4H-1,2,4-triazol-4-yl)phenoxy)ethoxy)ethyl)piperidine-4-carboxamide